5-methyl-pyridine CC=1C=CC=NC1